NC1C(CCC2=CC=CC=C12)O 1-amino-2-hydroxy-1,2,3,4-tetrahydronaphthalene